C1(CCC1)CN(C(OC(C)(C)C)=O)CC=1C=CC=2N(C1)C=C(N2)CN2N=NC(=C2)C2=C1C=NN(C1=CC(=C2)O)C2OCCCC2 Tert-butyl (cyclobutylmethyl)((2-((4-(6-hydroxy-1-(tetrahydro-2H-pyran-2-yl)-1H-indazol-4-yl)-1H-1,2,3-triazol-1-yl)methyl)imidazo[1,2-a]pyridin-6-yl)methyl)carbamate